NC1=NC(=C(C=2N1C(N(N2)CC=2N=COC2)=O)C2=CC(=NC(=C2)C)CO)C2=CC=CC=C2 5-amino-8-[2-(hydroxymethyl)-6-methyl-4-pyridinyl]-2-(oxazol-4-ylmethyl)-7-phenyl-[1,2,4]triazolo[4,3-c]pyrimidin-3-one